N1(C=CC=CC=C1)S(=O)(=O)C1=CC=C(C(=O)O)C=C1 4-(azepine-1-sulfonyl)benzoic acid